3-cyclopropylprop-2-yn-1-yl (4-methylbenzenesulfonate) CC1=CC=C(C=C1)S(=O)(=O)OCC#CC1CC1